8-methoxy-4-oxo-2-(trifluoromethyl)-4H-pyrido[1,2-a]pyrimidine-3-carbothioamide COC1=CC=2N(C(C(=C(N2)C(F)(F)F)C(N)=S)=O)C=C1